BrCC(=O)C1=CC=C(C=C1)C bromo(4-methylphenyl)ethanone